5-isopropyl-1-methyl-2-phenyl-1,2-dihydro-3H-pyrazol-3-one C(C)(C)C1=CC(N(N1C)C1=CC=CC=C1)=O